CSC1=NN=C(S1)NC(=O)C=1N=NN(N1)C1=NC=CC=C1 N-(5-(Methylthio)-1,3,4-thiadiazol-2-yl)-2-(pyridin-2-yl)-2H-tetrazole-5-carboxamide